2-((4-(5-iodopyridin-3-yl)-1H-1,2,3-triazol-1-yl)methyl)imidazole IC=1C=C(C=NC1)C=1N=NN(C1)CC=1NC=CN1